C(#N)C=1C=C(C=NC1C)[C@H]1N(OCC1)C(=O)C1CCN(CC1)C1=NC=C(C(=N1)C(=O)N)F 2-[4-[(3S)-3-(5-cyano-6-methyl-3-pyridinyl)isoxazolidine-2-carbonyl]-1-piperidinyl]-5-fluoro-pyrimidine-4-carboxamide